4-(4-amino-6-(4-(2-(trifluoromethyl)acrylamido)phenyl)pyrazolo[5,1-f][1,2,4]triazin-5-yl)-2-methoxy-N-(2,2,2-trifluoroethyl)benzamide NC1=NC=NN2C1=C(C(=N2)C2=CC=C(C=C2)NC(C(=C)C(F)(F)F)=O)C2=CC(=C(C(=O)NCC(F)(F)F)C=C2)OC